8-[(2S,5R)-4-[(4-fluorophenyl)(pyridin-2-yl)methyl]-2,5-dimethylpiperazin-1-yl]-5-methyl-6-oxo-5,6-dihydro-1,5-naphthyridine-2-carbonitrile FC1=CC=C(C=C1)C(N1C[C@@H](N(C[C@H]1C)C1=CC(N(C=2C=CC(=NC12)C#N)C)=O)C)C1=NC=CC=C1